COC1=C(N)C=CC=C1C1=NC=C(N=C1)N1CCOCC1 2-methoxy-3-(5-morpholinopyrazin-2-yl)aniline